C(C)(C)(C)N1C(=NC(=C1)C(=O)NC1=C(C=C(C(=C1)C=1C=C(C=2N(C1)C=CN2)N2CCOCC2)C)F)F 1-tert-butyl-2-fluoro-N-{2-fluoro-4-methyl-5-[8-(morpholin-4-yl)imidazo[1,2-a]pyridin-6-yl]phenyl}imidazole-4-carboxamide